O=C(C(=O)OC(C)CC)CCC(C(=O)OC(C)CC)=O di-sec-butyl 2,5-dioxoadipate